3-[2-(3-{[(2S)-1-(prop-2-enoyl)pyrrolidin-2-yl]methoxy}pyridin-4-yl)-1H-pyrrolo[3,2-b]pyridin-3-yl]benzonitrile C(C=C)(=O)N1[C@@H](CCC1)COC=1C=NC=CC1C1=C(C2=NC=CC=C2N1)C=1C=C(C#N)C=CC1